cis-4-methoxytetrahydrofuran-3-yl-1H-benzo[d]imidazole-6-carboxylic acid CO[C@@H]1[C@@H](COC1)N1C=NC2=C1C=C(C=C2)C(=O)O